The molecule is a dihydroxy monocarboxylic acid that is tricosanoic acid in which the pro-R hydrogen at position 3 and and one of the hydrogens of the terminal methyl group are replaced by hydroxy groups. It is a 3-hydroxy carboxylic acid, a very long-chain fatty acid, an omega-hydroxy fatty acid and a dihydroxy monocarboxylic acid. It derives from a tricosanoic acid. C(CCCCCCCCCCO)CCCCCCCCC[C@H](CC(=O)O)O